(1-(2,5-dimethoxy-4-(propoxymethyl)phenyl)butan-2-yl)carbamic acid tert-butyl ester C(C)(C)(C)OC(NC(CC1=C(C=C(C(=C1)OC)COCCC)OC)CC)=O